C(CCCCCCCCC)OC(CCCN(CCCN(CCCC([Si](C(C)(C)C)(C)C)=O)CCCC(=O)OCCCCCCCCCC)CCCC(OCCCCCCCCCC)=O)=O 8,12-bis(4-(decyloxy)-4-oxobutyl)-2,2,3,3-tetramethyl-4-oxo-8,12-diaza-3-silahexadecane-16-oic acid decyl ester